(S)-N-(4-(1-(4-methyl-4H-1,2,4-triazol-3-yl)propan-2-yl)pyridin-2-yl)-6-(trifluoromethyl)picolinamide CN1C(=NN=C1)C[C@H](C)C1=CC(=NC=C1)NC(C1=NC(=CC=C1)C(F)(F)F)=O